CN(CCC#CC1=CC=C(C=C1)C=1SC(=CN1)CNC(=O)C1=CC2=C(S(C3=C(C(N2)=O)C=CC=C3)(=O)=O)C=C1)C N-((2-(4-(4-(dimethylamino)but-1-yn-1-yl)phenyl)thiazol-5-yl)methyl)-11-oxo-10,11-dihydrodibenzo[b,f][1,4]thiazepine-8-carboxamide 5,5-dioxide